2,5-dioxopyrrolidin-1-yl 2-(3'-hydroxy-[1,1'-biphenyl]-4-yl)acetate OC=1C=C(C=CC1)C1=CC=C(C=C1)CC(=O)ON1C(CCC1=O)=O